tert-butyl (R or S)-1-(5-chloro-4-(((R)-1-(2,4-dichlorophenyl)ethyl)amino)-6-methylpyrimidin-2-yl)-[3,4'-bipiperidine]-1'-carboxylate ClC=1C(=NC(=NC1C)N1C[C@H](CCC1)C1CCN(CC1)C(=O)OC(C)(C)C)N[C@H](C)C1=C(C=C(C=C1)Cl)Cl |o1:10|